[1-(4-{[2-methyl-6-(trifluoromethyl)phenyl]methoxy}phenyl)-1,2,4-triazol-3-yl]methanol CC1=C(C(=CC=C1)C(F)(F)F)COC1=CC=C(C=C1)N1N=C(N=C1)CO